CC1=NC(=NN1C1=CC=C(C=C1)CC1=CC=C(C=C1)C1=CC=C(C=C1)CC1C[C@@H]2[C@@H](CNC2)C1)C(=O)N 5-methyl-1-(4-((4'-(((3aR,6aS)-octahydrocyclopenta[c]pyrrol-5-yl)methyl)-[1,1'-biphenyl]-4-yl)methyl)phenyl)-1H-1,2,4-triazole-3-carboxamide